FC(CN1N=CC(=C1)C1=CN=CC(=N1)N1CC2(CN(C2)C2=NC(=NC(=C2)C(F)(F)F)C)CC1)F 6-(6-(1-(2,2-difluoroethyl)-1H-pyrazol-4-yl)pyrazin-2-yl)-2-(2-methyl-6-(trifluoromethyl)pyrimidin-4-yl)-2,6-diazaspiro[3.4]octane